C(#N)C(=CC=1C=C(OCCC(=O)N[C@@H](CC2=CC=CC=C2)B(O)O)C=CC1)C(=O)NCCOC (R)-(1-(3-(3-(2-cyano-3-((2-methoxyethyl)amino)-3-oxoprop-1-en-1-yl)phenoxy)propanamido)-2-phenylethyl)boronic acid